2-(3-((1s,3s)-3-methoxy-1-(4-methyl-4H-1,2,4-triazol-3-yl)cyclobutyl)phenyl)-4-(trifluoromethyl)isoindolin-1-one COC1CC(C1)(C1=NN=CN1C)C=1C=C(C=CC1)N1C(C2=CC=CC(=C2C1)C(F)(F)F)=O